2-(4-(9-hydroxy-2-methoxy-9-(trifluoromethyl)-9H-fluoren-4-yl)-1H-pyrazol-1-yl)-N-(piperidin-1-yl)propanamide OC1(C2=CC=CC=C2C=2C(=CC(=CC12)OC)C=1C=NN(C1)C(C(=O)NN1CCCCC1)C)C(F)(F)F